3-Cyclopropyl-1-((3,3-difluoro-1-methylcyclobutyl)methyl)-N-(3-(methylthio)phenyl)-4-(trifluoromethyl)-1H-pyrazole-5-carboxamide C1(CC1)C1=NN(C(=C1C(F)(F)F)C(=O)NC1=CC(=CC=C1)SC)CC1(CC(C1)(F)F)C